NC1=CC=CC(=N1)N1N=C2CCC(CC2=C1O)N(C)CC1=CC=CC=C1 2-(6-Aminopyridin-2-yl)-5-(benzylmethylamino)-4,5,6,7-tetrahydro-2H-indazol-3-ol